NC1=NC=NC=2N(C3=C(C=CC=C3C21)C(=O)OC)CC(=O)N2[C@@H]1C[C@@H]1C[C@H]2C(NC2=NC(=CC=C2)Br)=O methyl 4-amino-9-(2-((1R,3S,5R)-3-((6-bromopyridin-2-yl) carbamoyl)-2-azabicyclo[3.1.0]hex-2-yl)-2-oxoethyl)-9H-pyrimido[4,5-b]indole-8-carboxylate